6'-(((1S,3S)-3-((7-(difluoromethyl)-[1,2,4]triazolo[1,5-a]pyridin-2-yl)amino)cyclopentyl)amino)-2H-[1,3'-bipyridyl]-2-one FC(C1=CC=2N(C=C1)N=C(N2)N[C@@H]2C[C@H](CC2)NC2=CC=C(C=N2)N2C(C=CC=C2)=O)F